CC(C(=O)NCC1=CN=C(N=N1)SC)C(C)C 2,3-dimethyl-N-{[3-(methylsulfanyl)-1,2,4-triazin-6-yl]methyl}butanamide